C(C)OC(=O)C1=C(C2=C(C(=N1)C=1C=C3CCN(CC3=CC1)C(=O)OC(C)(C)C)C=CS2)C2=C(C=C(C=C2)F)OCCOC ethyl-4-(2-tert-butoxycarbonyl-3,4-dihydro-1H-isoquinolin-6-yl)-7-[4-fluoro-2-(2-methoxyethoxy)phenyl]thieno[3,2-c]pyridine-6-carboxylate